Cl.NC1CC2=C(C(=CC(=C2C1=O)NC(C)=O)F)C N-(2-amino-6-fluoro-7-methyl-3-oxo-2,3-dihydro-1H-inden-4-yl)acetamide hydrochloric acid salt